4-(4-(6-(((1S,2R,3R,5R)-2-fluoro-1,5-dimethyl-9-azabicyclo[3.3.1]nonan-3-yl)(methyl)amino)pyridazin-3-yl)-3-hydroxyphenyl)-1-methyl-1,3,5-triazin-2(1H)-one F[C@H]1[C@@]2(CCC[C@](C[C@H]1N(C1=CC=C(N=N1)C1=C(C=C(C=C1)C1=NC(N(C=N1)C)=O)O)C)(N2)C)C